(E)-4-(((ethyl(methyl)amino)methylene)amino)-N,2,3-trimethyl-N-phenethylbenzamide C(C)N(C)\C=N\C1=C(C(=C(C(=O)N(CCC2=CC=CC=C2)C)C=C1)C)C